N'-(3,5-dibromo-6-methyl-pyrazin-2-yl)-N,N-dimethyl-formamidine BrC=1C(=NC(=C(N1)Br)C)N=CN(C)C